C(#N)C1=C(C=CC=C1)SC=1C=2N(C=C(C1)C=1C=NN(C1)C(F)F)N=CC2C#N 4-((2-cyanophenyl)thio)-6-(1-(difluoromethyl)-1H-pyrazol-4-yl)pyrazolo[1,5-a]pyridine-3-carbonitrile